CC(C)(COCN(CCN(COCC(C)(C)C)CC=1C=C(C=CC1O)CCC(=O)O)CC=1C=C(C=CC1O)CCC(=O)O)C 3,3'-(((2,2,13,13-tetramethyl-4,11-dioxa-6,9-diazatetradecane-6,9-diyl)bis(methylene))bis(4-hydroxy-3,1-phenylene))dipropionic acid